C(C)O[Si](C=1C(C(C2=CC=CC=C2C1C)(S(=O)([O-])=S)CCC)C)(OCC)OCC 3-triethoxysilyl-1-propyldimethylnaphthalenethiosulfonate